1-(4-(2-(2,7-dimethyl-[1,2,4]triazolo[1,5-a]pyridin-6-yl)-3-isopropyl-1H-indol-5-yl)piperidin-1-yl)-2-(methylamino)ethan-1-one CC1=NN2C(C=C(C(=C2)C=2NC3=CC=C(C=C3C2C(C)C)C2CCN(CC2)C(CNC)=O)C)=N1